4-thiazolate S1C=NC(=C1)C(=O)[O-]